2-((1S,2'S,6'S)-2'-methyl-6'-(1-methyl-1H-1,2,3-triazol-4-yl)spiro[isochroman-1,4'-piperidin]-6-yl)propan-2-ol C[C@@H]1N[C@@H](C[C@]2(C1)OCCC1=CC(=CC=C12)C(C)(C)O)C=1N=NN(C1)C